OC1=C(N(C(=CC1=O)C)C)CNC(CCCCCC(=O)NCC=1N(C(=CC(C1O)=O)C)C)=O pimelic acid di-[(3-hydroxy-1,6-dimethyl-4-oxo-1,4-dihydro-pyridin-2-ylmethyl)-amide]